N(CCC1=CC(O)=C(O)C=C1)CC(=O)[O-] dopamine-acetate